tert-Butyl 7-(4-((5-bromo-4-((4-hydroxy-2-(N-methylmethanesulfonamido)phenyl)amino)pyrimidin-2-yl)amino)-5-methoxy-2-(1H-pyrazol-4-yl)phenyl)-2,7-diazaspiro[3.5]nonane-2-carboxylate BrC=1C(=NC(=NC1)NC1=CC(=C(C=C1OC)N1CCC2(CN(C2)C(=O)OC(C)(C)C)CC1)C=1C=NNC1)NC1=C(C=C(C=C1)O)N(S(=O)(=O)C)C